7-[(3S*)-1-{4-[4-(1,3-dioxolan-2-yl)piperidin-1-yl]phenyl}piperidin-3-yl]-4-methyl-1H-indole-3-carbonitrile O1C(OCC1)C1CCN(CC1)C1=CC=C(C=C1)N1C[C@@H](CCC1)C=1C=CC(=C2C(=CNC12)C#N)C |o1:19|